N1(N=CC=C1)CC(=O)Cl 2-pyrazol-1-ylacetyl chloride